(R)-5-acetamido-2-(dimethylamino)-N-(1-(naphthalen-1-yl)ethyl)benzamide C(C)(=O)NC=1C=CC(=C(C(=O)N[C@H](C)C2=CC=CC3=CC=CC=C23)C1)N(C)C